OCCNC1=C(C=C(C=C1)S(=O)(=O)O)[N+](=O)[O-] 4-(β-hydroxyethyl)amino-3-nitrobenzenesulfonic acid